5-[[4-chloro-2-[(3-hydroxyazetidin-1-yl)methyl]-5-(4-phenylindan-1-yl)oxy-phenoxy]methyl]pyridine-3-carbonitrile ClC1=CC(=C(OCC=2C=C(C=NC2)C#N)C=C1OC1CCC2=C(C=CC=C12)C1=CC=CC=C1)CN1CC(C1)O